3-(15-(propylamino)-15-oxopentadecanamido)propanoic acid C(CC)NC(CCCCCCCCCCCCCC(=O)NCCC(=O)O)=O